N(N=C1SC2=C(N1CC)C=CC(=C2)S(=O)(=O)O)=C2SC1=C(N2CC)C=CC(=C1)S(=O)(=O)O 2,2'-azinobis[3-ethylbenzothiazolin-6-sulfonic acid]